tert-butyldiphenyl((3-(4,4,5,5-tetramethyl-1,3,2-dioxaborolan-2-yl)thiophen-2-yl)methoxy)silane C(C)(C)(C)[Si](OCC=1SC=CC1B1OC(C(O1)(C)C)(C)C)(C1=CC=CC=C1)C1=CC=CC=C1